BrC=1C=CC2=C(C(=NCCN2)C2=C(C=CC=C2)F)C1Cl 7-bromo-6-chloro-5-(2-fluorophenyl)-1,3-dihydro-1,4-benzodiazepine